N-Formyl-L-isoleucine methyl ester COC([C@@H](NC=O)[C@@H](C)CC)=O